(4R,6S)-4-Ethylamino-6-methyl-5,6-dihydro-4H-thieno[2,3-b]thiopyran C(C)N[C@H]1C2=C(S[C@H](C1)C)SC=C2